CC1(C(NC2=CC=CC=C2N1)=O)C 3,3-dimethyl-3,4-dihydroquinoxalin-2(1H)-one